[N+](=[N-])(S(=O)(=O)[O-])S(=O)(=O)[O-] diazodisulfonate